1-[(1-methyl-1H-pyrazol-4-yl)-[(3R)-1-methylpyrrolidin-3-yl]sulfamoyl]urea CN1N=CC(=C1)N(S(=O)(=O)NC(=O)N)[C@H]1CN(CC1)C